tri(hexacosyl) phosphite P(OCCCCCCCCCCCCCCCCCCCCCCCCCC)(OCCCCCCCCCCCCCCCCCCCCCCCCCC)OCCCCCCCCCCCCCCCCCCCCCCCCCC